2-(2-Bromoethyl)-3-chloro-N-[(1S)-2-(6-fluoro-2,3-dimethylphenyl)-1-(5-oxo-4H-1,3,4-oxadiazol-2-yl)propyl]benzenesulfonamide BrCCC1=C(C=CC=C1Cl)S(=O)(=O)N[C@@H](C(C)C1=C(C(=CC=C1F)C)C)C=1OC(NN1)=O